1-(1-(3,5-dimethylphenyl)naphtho[2',3':4,5]thieno[2,3-c]pyridin-10-yl)-2,2-dimethylpropan-1-one CC=1C=C(C=C(C1)C)C1=NC=CC2=C1SC1=C2C=C2C=CC=CC2=C1C(C(C)(C)C)=O